5-Bromo-4-fluoro-N1-(2-morpholinoethyl)benzene-1,2-diamine BrC1=C(C=C(C(=C1)NCCN1CCOCC1)N)F